C(#N)C1=CC(=CNC1=O)C1CN(CCC1(F)F)[C@H](C(=O)NC=1N=NC(=CC1)OCC1CC1)C (2S)-2-(3-(5-cyano-6-oxo-1,6-dihydropyridin-3-yl)-4,4-difluoropiperidin-1-yl)-N-(6-(cyclopropylmethoxy)pyridazin-3-yl)propanamide